Cobalt ethylcyclopentadienyl dicarbonate C(=O)(OC1(C=CC=C1)CC)OC(=O)[O-].[Co+2].C(C)C1(C=CC=C1)OC(=O)OC(=O)[O-]